3-(4-amino-1-isopropyl-1H-pyrazolo[3,4-d]pyrimidine-3-yl)-N-((1,2-dihydro-4,6-dimethyl-2-oxopyridine-3-yl)methyl)benzamide NC1=C2C(=NC=N1)N(N=C2C=2C=C(C(=O)NCC=1C(NC(=CC1C)C)=O)C=CC2)C(C)C